(E)-ethyl 2-((2'-(diphenylphosphino)-4,5-difluoro-[1,1'-biphenyl]-2-yl) methyl)-3-phenylacrylate C1(=CC=CC=C1)P(C1=C(C=CC=C1)C1=C(C=C(C(=C1)F)F)C/C(/C(=O)OCC)=C\C1=CC=CC=C1)C1=CC=CC=C1